2-(4-Bromo-2-fluorobenzoyl)cyclohexane-carboxylic acid BrC1=CC(=C(C(=O)C2C(CCCC2)C(=O)O)C=C1)F